methyl (S)-2-((2-((4-chloro-2-fluorobenzyl) oxy)-3-(trifluoromethyl)-5,8-dihydro-1,7-naphthyridin-7(6H)-yl) methyl)-1-(oxetan-2-ylmethyl)-3H-imidazo[4,5-b]pyridine-5-carboxylate ClC1=CC(=C(COC2=NC=3CN(CCC3C=C2C(F)(F)F)C[C@@H]2N(C=3C(=NC(=CC3)C(=O)OC)N2)CC2OCC2)C=C1)F